CNC(=O)C1=NC=C(C=C1)O[C@@H]1[C@H](NC1)C N-methyl-5-{[(2R,3S)-2-methylazetidin-3-yl]oxy}pyridine-2-carboxamide